2-((3aR,7aS)-octahydro-2H-4,7-epoxyisoindol-2-yl)quinazoline-6-carbaldehyde C1N(C[C@@H]2C3CCC([C@H]12)O3)C3=NC1=CC=C(C=C1C=N3)C=O